4-FLUORO-3-METHYL-1H-PYRAZOLE-5-CARBOXYLIC ACID FC=1C(=NNC1C(=O)O)C